BrCC(=O)C1(CCOC2=C(C=CC=C12)CCC(=O)OCC)C ethyl 3-(4-(2-bromoacetyl)-4-methylchroman-8-yl)propanoate